tert-butyl 3-(2-((5-(2-((tetrahydro-2H-pyran-4-yl)oxy)pyrimidin-4-yl)thiazol-2-yl)amino)pyrimidin-5-yl)-3,6-diazabicyclo[3.1.1]heptane-6-carboxylate O1CCC(CC1)OC1=NC=CC(=N1)C1=CN=C(S1)NC1=NC=C(C=N1)N1CC2N(C(C1)C2)C(=O)OC(C)(C)C